C(OCC)(OCCCC(F)(F)F)=O ethyl (4,4,4-trifluorobutyl) carbonate